[6-[(3-chloro-5-fluoro-2-pyridyl)methyl]-2-azaspiro[3.3]heptan-2-yl]-[6-(5-cyclopropyl-4H-1,2,4-triazol-3-yl)-2-azaspiro[3.3]heptan-2-yl]methanone ClC=1C(=NC=C(C1)F)CC1CC2(CN(C2)C(=O)N2CC3(C2)CC(C3)C3=NN=C(N3)C3CC3)C1